4-nitrophenyl-4-[bis(1,3-benzodioxol-5-yl)(hydroxy)methyl]piperidine-1-carboxylate [N+](=O)([O-])C1=CC=C(C=C1)OC(=O)N1CCC(CC1)C(O)(C1=CC2=C(OCO2)C=C1)C1=CC2=C(OCO2)C=C1